O[C@]([C@H](N)C(=O)O)(C)[C@@H](C)O (3S,4R)-3,4-dihydroxyisoleucine